N-(4-(1-(ethylsulfonyl)-3,3-dimethyl-1,2,3,6-tetrahydropyridin-4-yl)-1H-pyrrolo[2,3-b]pyridin-6-yl)cyclopropylcarboxamide C(C)S(=O)(=O)N1CC(C(=CC1)C1=C2C(=NC(=C1)NC(=O)C1CC1)NC=C2)(C)C